1-(5-bromo-2-fluorophenyl)-2,2-difluoroethanone BrC=1C=CC(=C(C1)C(C(F)F)=O)F